N-(1-methyl-3-methyl-4-piperidyl)-6-[3-(4-mesyl-2-anisidino)-1-propynyl]-2-methyl-1-(2,2,2-trifluoroethyl)-1H-1,3-benzimidazole-4-carboxamide CN1CC(C(CC1)NC(=O)C1=CC(=CC=2N(C(=NC21)C)CC(F)(F)F)C#CCNC=2C(OC)=CC=C(C2)S(=O)(=O)C)C